ClC=1C(=NC=NC1)NC=1C(=C2N=CC=NC2=CC1)P(=O)(OC)OC 5-chloro-4-((5-(dimethylphosphono)quinoxalin-6-yl)amino)pyrimidine